F[Si] Fluorosilicon